3-amino-2-fluorophenol NC=1C(=C(C=CC1)O)F